O1CC(C1)C1=NNC(=N1)C1CC2(CN(C2)C(=O)N2CC3(C2)CC(C3)CC=3C=C(C#N)C=C(C3)C(F)(F)F)C1 3-[[2-[6-[3-(oxetan-3-yl)-1H-1,2,4-triazol-5-yl]-2-azaspiro[3.3]heptane-2-carbonyl]-2-azaspiro[3.3]heptan-6-yl]methyl]-5-(trifluoromethyl)benzonitrile